FC1=CC(=C(C=C1)C=1N=C(SC1)OCCN1CCOCC1)C 4-{2-{[4-(4-fluoro-2-methylphenyl)thiazol-2-yl]oxy}ethyl}morpholine